5-((5-Fluoro-2-((4-phenoxyphenyl)amino)pyrimidin-4-yl)amino)-N-hydroxypentanamide FC=1C(=NC(=NC1)NC1=CC=C(C=C1)OC1=CC=CC=C1)NCCCCC(=O)NO